C(C1=CC=CC=C1)OCCC(CCCO[Si](C)(C)C(C)(C)C)C=C [4-(2-Benzyloxy-ethyl)hex-5-enyloxy]-tert-butyldimethyl-silane